N1(CCCCC1)C=1C=C2CN(C(C2=CC1)=O)C1=CC2=C(NC(=N2)C2CCOCC2)C=C1 5-(piperidin-1-yl)-2-(2-(tetrahydro-2H-pyran-4-yl)-1H-benzimidazol-5-yl)isoindolin-1-one